NC=1C=CC(=C(C1)C1=CC(=NC(=C1)Cl)N[C@@H](CO)C)C (R)-2-((4-(5-amino-2-methylphenyl)-6-chloropyridin-2-yl)amino)propan-1-ol